[Si](C)(C)(C(C)(C)C)OCC=1N(C=2N(N=C(C2)C(=O)OC)C1)CCOC methyl 2-(((tert-butyldimethylsilyl) oxy) methyl)-1-(2-methoxyethyl)-1H-imidazo[1,2-b]pyrazole-6-carboxylate